N1(CCOCC1)CC(=O)O morpholineacetic acid